ClC1=C(C=CC=C1)CC(=O)NC1=CCN(C=C1)C1(CCCC1)C#N 4-[[2-(2-Chlorophenyl)acetyl]amino]-N-(1-cyanocyclopentyl)pyridin